p-Methanesulfonyl-phenylserine tert-butyl-2-(4-(chloromethyl)-3-methoxyphenyl)pyrrolidine-1-carboxylate C(C)(C)(C)C1(N(CCC1)C(=O)OC[C@H](NC1=CC=C(C=C1)S(=O)(=O)C)C(=O)O)C1=CC(=C(C=C1)CCl)OC